N-(1-(3-(imidazo[1,2-a]pyridin-2-yl)benzoyl)piperidin-4-yl)-2-(anilino)pyridine-4-carboxamide N=1C(=CN2C1C=CC=C2)C=2C=C(C(=O)N1CCC(CC1)NC(=O)C1=CC(=NC=C1)NC1=CC=CC=C1)C=CC2